C(C)OC(=O)N1CC2(C1)CC(CC2)N2CCC(CC2)N2[C@H](CCC2)C2=CN=CO2 6-{4-[(2R)-2-(1,3-oxazol-5-yl)pyrrolidin-1-yl]piperidin-1-yl}-2-azaspiro[3.4]octane-2-carboxylic acid ethyl ester